4-(1H-imidazol-1-yl)pyrimidine N1(C=NC=C1)C1=NC=NC=C1